3-(7-(3-(difluoromethoxy)-5-fluorophenyl)-4-oxo-1-((3-(trifluoromethyl)phenyl)sulfonyl)-1,2-dihydroquinazolin-3(4H)-yl)-N,N-dimethylpropionamide FC(OC=1C=C(C=C(C1)F)C1=CC=C2C(N(CN(C2=C1)S(=O)(=O)C1=CC(=CC=C1)C(F)(F)F)CCC(=O)N(C)C)=O)F